FC=1C=C(C=C2C=C(NC12)C)C1=NC2=CC=C(N=C2C=C1)C1CCNCC1 2-(7-fluoro-2-methylindol-5-yl)-6-(piperidin-4-yl)-1,5-naphthyridine